O=C1NC(CC[C@@H]1C1=NN(C2=CC(=CC=C12)N1CCC(CC1)CC(=O)O)C)=O 2-[1-[3-[(3R)-2,6-dioxo-3-piperidinyl]-1-methyl-indazol-6-yl]-4-piperidinyl]acetic acid